O=C1NC(CC[C@@H]1N1C(C2=CC=C(C=C2C1=O)NCC(=O)N1CCN(CC1)CCCN1CCC(CC1)NC1=C2N=CN(C2=NC=N1)C1CC(C1)NC(C1=NC(=CC=C1)C)=O)=O)=O N-((1s,3s)-3-(6-((1-(3-(4-((2-(2,6-dioxopiperidin-3-yl)-1,3-dioxoisoindolin-5-yl)glycyl)piperazin-1-yl)propyl)piperidin-4-yl)amino)-9H-purin-9-yl)cyclobutyl)-6-methylpicolinamide